BrC=1C(=C(COC=2C=C(C(=C3CCCC23)C=O)OCC=2C=NC=C(C#N)C2)C=CC1)C 5-(((7-((3-bromo-2-methylbenzyl)oxy)-4-formyl-2,3-dihydro-1H-inden-5-yl)oxy)methyl)nicotinonitrile